C(C=CC1=CC=CC=C1)(=O)N=[N+]=[N-] Cinnamoyl azide